2-(Azidomethyl)-4-(4-(3,4,5-tris(octadecyloxy)benzoyl)piperazine-1-carbonyl)Benzoic acid N(=[N+]=[N-])CC1=C(C(=O)O)C=CC(=C1)C(=O)N1CCN(CC1)C(C1=CC(=C(C(=C1)OCCCCCCCCCCCCCCCCCC)OCCCCCCCCCCCCCCCCCC)OCCCCCCCCCCCCCCCCCC)=O